C1(CCC1)C(C(=O)NC1(CC1)C1=CC=C(C(=O)O)C=C1)OCC1=CC=C(C=C1)C(F)(F)F 4-(1-(2-cyclobutyl-2-((4-(trifluoromethyl)benzyl)oxy)acetamido)cyclopropyl)benzoic acid